N1,N1-di((9Z,12Z)-octadeca-9,12-dien-1-yl)hexane-1,6-diamine C(CCCCCCC\C=C/C\C=C/CCCCC)N(CCCCCCN)CCCCCCCC\C=C/C\C=C/CCCCC